FC(C1CC2(C1)CC(N(CC2)CC2=C1C=CNC1=C(C=C2OC)C)C2=CC=C(C(=O)NCC1(COC1)O)C=C2)F 4-(2-(difluoromethyl)-7-((5-methoxy-7-methyl-1H-indol-4-yl)methyl)-7-azaspiro[3.5]nonan-6-yl)-N-((3-hydroxyoxetan-3-yl)methyl)benzamide